NC1=CC=C(C=C1)CCNC(C)=O N-[2-(4-aminophenyl)ethyl]acetamide